(4,6-dichloro-5-(2-(difluoromethoxy)phenyl)-1H-benzo[d]imidazol-2-yl)(4-(methylsulfonyl)phenyl)methanol ClC1=C(C(=CC=2NC(=NC21)C(O)C2=CC=C(C=C2)S(=O)(=O)C)Cl)C2=C(C=CC=C2)OC(F)F